biphenyl-decaformic acid C1(=C(C(=C(C(=C1C(=O)O)C(=O)O)C(=O)O)C(=O)O)C(=O)O)C1=C(C(=C(C(=C1C(=O)O)C(=O)O)C(=O)O)C(=O)O)C(=O)O